5-chloro-2-({[4-(1-methylcyclohexyl)phenyl]carbonyl}amino)benzoic acid ClC=1C=CC(=C(C(=O)O)C1)NC(=O)C1=CC=C(C=C1)C1(CCCCC1)C